NC1=NNC2=CC=C(C=C12)C1=C2C(=NC=C1)NC(=C2)C=2C=C(C=CC2)NC(CCC(=O)O)=O 4-((3-(4-(3-amino-1H-indazol-5-yl)-1H-pyrrolo[2,3-b]pyridin-2-yl)phenyl)amino)-4-oxobutanoic acid